C1(=CC=CC=C1)N1C(C(=CC1=O)C1N(CCCCCC1)C=1C=C(C=CC1)C)=O 1-Phenyl-3-(1-(m-tolyl)azocan-2-yl)-1H-pyrrole-2,5-dione